N-((1R,3R)-3-(6-amino-3-(methyl-d3)-2-oxo-2,3-dihydro-1H-imidazo[4,5-c]pyridin-1-yl)-1-methylcyclopentyl)cyclopropanecarboxamide NC1=CC2=C(C=N1)N(C(N2[C@H]2C[C@](CC2)(C)NC(=O)C2CC2)=O)C([2H])([2H])[2H]